C(CCCCC)(=O)N1CCCCC1 N-hexanoylpiperidine